CC1=C(C(=CC=C1)C)C1=NC(=NC(=C1)OC[C@@H](CC1(CC1)C)NCC=1C=NC=2C(N1)=NN(C2)C(C)C)NS(=O)(=O)C=2C=C(C(=O)O)C=CC2 3-[[4-(2,6-dimethylphenyl)-6-[(2R)-2-[(2-isopropylpyrazolo[3,4-b]pyrazin-6-yl)methylamino]-3-(1-methylcyclopropyl)propoxy]pyrimidin-2-yl]sulfamoyl]benzoic acid